2-[3-ethylsulfonyl-6-(1,2,4-triazol-1-yl)-2-pyridyl]-5-methoxy-3-methyl-6-(trifluoromethyl)imidazo[4,5-c]pyridin-4-one C(C)S(=O)(=O)C=1C(=NC(=CC1)N1N=CN=C1)C1=NC2=C(C(N(C(=C2)C(F)(F)F)OC)=O)N1C